CC1(NC(CC(C1)OC(CCCCCCCCC(=O)OC1CC(NC(C1)(C)C)(C)C)=O)(C)C)C bis-(2,2,6,6-tetramethyl-4-piperidyl)sebacate